COC1=CC=C(C=C1)C(OCC1[C@@H]([C@@H](C(O1)N1C(NC(C(=C1)C#CC)=O)=O)F)O)(C1=CC=CC=C1)C1=CC=C(C=C1)OC 1-[(3S,4S)-5-[[bis(4-methoxyphenyl)-phenyl-methoxy]methyl]-3-fluoro-4-hydroxy-tetrahydrofuran-2-yl]-5-prop-1-ynyl-pyrimidine-2,4-dione